FC(C(=O)O)(F)F.N[C@]1(CN(C[C@@H]1CCCB(O)O)C1=C(C(C1=O)=O)N(C)CCN)C(=O)O (3R,4S)-3-amino-1-(2-((2-aminoethyl)(methyl)amino)-3,4-dioxocyclobut-1-en-1-yl)-4-(3-boronopropyl)pyrrolidine-3-carboxylic Acid, 2,2,2-trifluoroacetic Acid Salt